4-(2-Fluoro-6-methoxyphenyl)-N-(5-(fluoromethyl)-1,3,4-thiadiazol-2-yl)-6-methylnicotinamide FC1=C(C(=CC=C1)OC)C1=CC(=NC=C1C(=O)NC=1SC(=NN1)CF)C